C(C)(=O)C=1C=C(C=CC1)C1=CC=C(C=C1)C(=O)O 3'-ACETYL-BIPHENYL-4-CARBOXYLIC ACID